CNC(CC1=CC2=C(C=CO2)C=C1)C 6-(2-methylaminopropyl)-benzofuran